ClC1=C(C=C(C=2C([C@@]3([C@@H](CC(C=C3OC)=O)C)OC21)=O)OC(F)F)C(=O)[O-] (2S,5'R)-7-chloro-4-(difluoromethoxy)-1'-methoxy-5'-methyl-3,3'-dioxo-spiro[benzofuran-2,6'-cyclohexene]-6-carboxylate